7-(8-fluoro-2-methyl-imidazo[1,2-a]pyridin-6-yl)-2-(2,2,6,6-tetramethyl-4-piperidyl)-[1,3,4]thiadiazolo[3,2-a]pyrimidin-5-one FC=1C=2N(C=C(C1)C=1N=C3N(C(C1)=O)N=C(S3)C3CC(NC(C3)(C)C)(C)C)C=C(N2)C